Benzyl 2-(3-ethyl-4-(methoxycarbonyl)phenyl)piperazine-1-carboxylate C(C)C=1C=C(C=CC1C(=O)OC)C1N(CCNC1)C(=O)OCC1=CC=CC=C1